[O-2].[Tm+3].[O-2].[O-2].[Tm+3] Thulium oxid